3-[6-fluoro-5-[4-[[4-[[1-[6-[5-(1-methylcyclopropoxy)-2H-indazol-3-yl]pyrimidin-4-yl]-4-piperidyl]oxy]cyclohexyl]methyl]piperazin-1-yl]-1-oxo-isoindolin-2-yl]piperidine-2,6-dione FC1=C(C=C2CN(C(C2=C1)=O)C1C(NC(CC1)=O)=O)N1CCN(CC1)CC1CCC(CC1)OC1CCN(CC1)C1=NC=NC(=C1)C=1NN=C2C=CC(=CC12)OC1(CC1)C